2-{[6-Ethyl-2-(6-(3-hydroxyazetidine-1-carbonyl)-3-azabicyclo[3.1.0]hex-3-yl)imidazo[2,1-b][1,3,4]thiadiazol-5-yl](methyl)amino}-4-(4-fluorophenyl)thiazole-5-carbonitrile C(C)C=1N=C2SC(=NN2C1N(C=1SC(=C(N1)C1=CC=C(C=C1)F)C#N)C)N1CC2C(C2C1)C(=O)N1CC(C1)O